NC1=NC=2C=C(C(=CC2C=2N1C(=NC2)C)C(=O)N(CC2=NC=C(C=C2)C(F)(F)F)[C@H](C)C2=NC=CC=N2)F (R)-5-amino-8-fluoro-3-methyl-N-(1-(pyrimidin-2-yl)ethyl)-N-((5-(trifluoromethyl)pyridin-2-yl)methyl)imidazo[1,5-c]quinazoline-9-carboxamide